C(#N)C=1C=C(C=CC1)N1N=C(C=C1)C(C(=O)NC1=NNC(=C1)C1CC1)C 2-(1-(3-cyanophenyl)-1H-pyrazol-3-yl)-N-(5-cyclopropyl-1H-pyrazol-3-yl)propanamide